C(#N)C=1C=C(C=CC1)C1=NC(=CC=C1C(=O)NCC(F)(F)F)N1C=NC2=C1C=C(C(=C2)OC)OC 2-(3-cyanophenyl)-6-(5,6-dimethoxybenzimidazol-1-yl)-N-(2,2,2-trifluoroethyl)pyridine-3-carboxamide